ClC1=C(C=CC(=C1)Cl)C1=NC2=CC=C(C=C2C(=C1CN)COC)OC 2-(2,4-dichlorophenyl)-3-aminomethyl-4-methoxymethyl-6-methoxyquinoline